C(C1=CC=CC=C1)C(C(=O)O)CCCCCCCCCC monobenzyldodecanoic acid